6-(4-methylphenyl)-2-aminopyridine CC1=CC=C(C=C1)C1=CC=CC(=N1)N